3-(1-(Aminomethyl)-2-methyl-1,2,3,4-tetrahydroisochinolin-7-yl)-5-(2-fluoro-6-methylphenyl)-1H-pyrazolo[4,3-c]pyridazin-6(5H)-on-Hydrochlorid Cl.NCC1N(CCC2=CC=C(C=C12)C1=NNC=2C1=NN(C(C2)=O)C2=C(C=CC=C2C)F)C